1-methyl-3-phenyl-6-{4-[4-(propan-2-yl)piperazin-1-yl]phenyl}-1,2-dihydroquinolin-2-one CN1C(C(=CC2=CC(=CC=C12)C1=CC=C(C=C1)N1CCN(CC1)C(C)C)C1=CC=CC=C1)=O